benzyl 4-[4-(difluoromethyl) phenyl]-4-hydroxy-piperidine-1-carboxylate FC(C1=CC=C(C=C1)C1(CCN(CC1)C(=O)OCC1=CC=CC=C1)O)F